BrC(CCCOC1=CC=CC=C1)CCCCCCCC 4-bromododecyloxybenzene